(6-methylpyridin-2-yl)quinazolin CC1=CC=CC(=N1)C1=NC2=CC=CC=C2C=N1